C(OCC)(SCC=C(C)CCC=C(C)CCC=C(C)C)=O O-ethyl S-farnesyl carbonthioate